1-benzyl-4-(isopentylamino)-5-methylpyrimidin-2(1H)-one C(C1=CC=CC=C1)N1C(N=C(C(=C1)C)NCCC(C)C)=O